(R)-N-((R)-1-(6-chloro-3-methyl-4-oxo-2-phenyl-3,4-dihydroquinazolin-8-yl)ethyl)-2-methylpropane-2-sulfinamide ClC=1C=C2C(N(C(=NC2=C(C1)[C@@H](C)N[S@](=O)C(C)(C)C)C1=CC=CC=C1)C)=O